2-(6-((2S,5R)-4-(1-(7-chloro-2,2-dimethylbenzo[d][1,3]dioxol-5-yl)ethyl)-2,5-dimethylpiperazin-1-yl)-9-ethyl-3-methyl-2-oxo-3,9-dihydro-2H-purin-8-yl)acetonitrile ClC1=CC(=CC2=C1OC(O2)(C)C)C(C)N2C[C@@H](N(C[C@H]2C)C=2C=1N=C(N(C1N(C(N2)=O)C)CC)CC#N)C